FC1=C(C(=NC=C1)C(C)NC(C1=CC(=CC(=C1)C(F)(F)F)C(F)(F)F)=O)N1N=CC(=N1)C1=NC=CC=C1 N-[1-[4-fluoro-3-[4-(2-pyridyl)triazol-2-yl]-2-pyridyl]ethyl]-3,5-bis(tri-fluoromethyl)benzamide